ClC=1C=NC=C(C1CN1C[C@](CC1)(CCC1=CC=C(C=C1)F)COCC)Cl |o1:10| (R or S)-3,5-dichloro-4-((3-(ethoxymethyl)-3-(4-fluorophenethyl)pyrrolidin-1-yl)methyl)pyridine